N-{(1R)-1-[3'-(cyclopropyl-methoxy)bi-phenyl-3-yl]-ethyl}-6,7-dimethoxy-2-methylquinazolin-4-amine C1(CC1)COC=1C=C(C=CC1)C1=CC(=CC=C1)[C@@H](C)NC1=NC(=NC2=CC(=C(C=C12)OC)OC)C